3-hydroxy-2-phenyl-cyclohexanecarboxylic acid OC1C(C(CCC1)C(=O)O)C1=CC=CC=C1